ClC=1C=C(C=CC1F)C(NC=1N=CC2=CC=CC=C2C1)C=1NC(=C(N1)S(=O)(=O)C)C N-((3-chloro-4-fluorophenyl)(5-methyl-4-(methylsulfonyl)-1H-imidazol-2-yl)methyl)isoquinolin-3-amine